5-((1H-pyrazol-1-yl)methyl)-N-((5-(tert-butyl)-2-methoxyphenyl)sulfonyl)picolinamide N1(N=CC=C1)CC=1C=CC(=NC1)C(=O)NS(=O)(=O)C1=C(C=CC(=C1)C(C)(C)C)OC